COC=1C=C(N=NC1)C(=O)N1CC2(CC1)C=C(C(C(C2)(C)C)=O)C#N 2-(5-methoxypyridazine-3-carbonyl)-9,9-dimethyl-8-oxo-2-azaspiro[4.5]dec-6-ene-7-carbonitrile